3-chloro-4-(6-((2,6-dimethylpyrimidin-4-yl)amino)-1H-pyrazolo[4,3-c]pyridin-1-yl)-5-fluorobenzonitrile ClC=1C=C(C#N)C=C(C1N1N=CC=2C=NC(=CC21)NC2=NC(=NC(=C2)C)C)F